1-[(2-hydroxyethoxy)methyl]-6-(3-methylphenyl)thiothymine OCCOCN1C(=S)NC(=O)C(C)=C1C1=CC(=CC=C1)C